methyl 3-(3-bromophenyl)-4-((tert-butoxycarbonyl)(methyl)amino)butanoate BrC=1C=C(C=CC1)C(CC(=O)OC)CN(C)C(=O)OC(C)(C)C